O[C@H]1CC[C@H](N(C1)C(=O)OC(C)(C)C)CO tert-butyl (2S,5S)-5-hydroxy-2-(hydroxymethyl)piperidine-1-carboxylate